1-ethyl-2-oxo-n-pentyl-1,2-dihydrobenzo[cd]indole-6-sulfonamide C(C)C(C(CCC)=O)N1CC2=C3C(C(=CC=C13)S(=O)(=O)N)=CC=C2